O1CC[C@H](C2=CC=CC=C12)NC(=O)[C@@H]1CC[C@H]2N1C([C@H](CN(CC2)C(CF)=O)NC([C@H](C)NC(OC(C)(C)C)=O)=O)=O tert-butyl ((S)-1-(((5S,8S,10aR)-8-(((R)-chroman-4-yl)carbamoyl)-3-(2-fluoroacetyl)-6-oxodecahydropyrrolo[1,2-a][1,5]diazocin-5-yl)amino)-1-oxopropan-2-yl)carbamate